(R or S)-5-(2-(3-((difluoromethoxy)methyl)-3-(2-(thiophen-2-yl)ethyl)pyrrolidin-1-yl)propan-2-yl)-2-methylpyridine FC(OC[C@]1(CN(CC1)C(C)(C)C=1C=CC(=NC1)C)CCC=1SC=CC1)F |o1:4|